3-[(3R,6S)-4-Benzyl-6-hydroxy-3-isobutyl-1,4-diazepane-1-carbonyl]-N-[4-chloro-6-(2,6-dimethylphenyl)pyrimidin-2-yl]benzenesulfonamide C(C1=CC=CC=C1)N1[C@@H](CN(C[C@H](C1)O)C(=O)C=1C=C(C=CC1)S(=O)(=O)NC1=NC(=CC(=N1)Cl)C1=C(C=CC=C1C)C)CC(C)C